BrC1=C(C(=C(C=C1)N1CCOCC1)Cl)F 4-(4-bromo-2-chloro-3-fluoro-phenyl)morpholine